Benzyl 4-(trifluoromethyl)-1,2,3-oxathiazolidine-3-carboxylate FC(C1N(SOC1)C(=O)OCC1=CC=CC=C1)(F)F